C(C)(C)(C)OC(=O)NC(CN1N=CC(=C1)N1CC(CCC1C)C(=O)[O-])(C)C 1-(1-(2-((tert-butoxycarbonyl)amino)-2-methylpropyl)-1H-pyrazol-4-yl)-6-methylpiperidine-3-carboxylate